1-(6-(4,4-Difluorocyclohexyl)pyridin-3-yl)-3-(5-(1-isopropyl-1H-pyrazol-4-yl)-1H-pyrrolo[2,3-b]pyridin-3-yl)urea FC1(CCC(CC1)C1=CC=C(C=N1)NC(=O)NC1=CNC2=NC=C(C=C21)C=2C=NN(C2)C(C)C)F